FC1=CC=C(CNC2=CC(=C(C=N2)NC(OCC)=O)C)C=C1 Ethyl (6-((4-fluorobenzyl)amino)-4-methylpyridin-3-yl)carbamate